4-chloro-2-isopropyl-6-methylthieno[2,3-d]pyrimidine ClC=1C2=C(N=C(N1)C(C)C)SC(=C2)C